Cl.Cl.CN1N=CC=2C1=NC=C(C2)C2=C(C=CC=C2)O (1-methyl-1H-pyrazolo[3,4-b]pyridin-5-yl)phenol dihydrochloride